4-(4-((3R,5S)-4-propenoyl-3,5-dimethylpiperazin-1-yl)phenyl)-6-(1-(tetrahydro-2H-pyran-4-yl)-1H-pyrazol-4-yl)pyrazolo[1,5-a]pyridine-3-carbonitrile C(C=C)(=O)N1[C@@H](CN(C[C@@H]1C)C1=CC=C(C=C1)C=1C=2N(C=C(C1)C=1C=NN(C1)C1CCOCC1)N=CC2C#N)C